Pyridin-3-ylmethyl (2-(7-(diethylamino)-4-methyl-2-oxo-2H-chromen-3-yl)ethyl)carbamate C(C)N(C1=CC=C2C(=C(C(OC2=C1)=O)CCNC(OCC=1C=NC=CC1)=O)C)CC